C1CN(CCN1)C2=CC(=O)NC3=C2C=CC(=C3)Cl 7-chloro-4-(piperazin-1-yl)quinolone